COC(NC1=NC=CC(=C1)CCC1=CC(=C(C=C1)NC(=O)NC=1N(N=C(C1)C(C)(C)C)C1=CC(=CC=C1)F)F)=O {4-[2-(4-{3-[5-tert-Butyl-2-(3-fluoro-phenyl)-2H-pyrazol-3-yl]-ureido}-3-fluoro-phenyl)-ethyl]-pyridin-2-yl}-carbamic acid methyl ester